C(C1CO1)OC(CC=C(C)C)=O.C(CCCCCCC\C=C/C\C=C/CCCCC)(=O)OCC1CO1 glycidyl linoleate glycidyl-4-methyl-3-pentenoate